COC=1C=C2C(=NC(=NC2=CC1)C)SCC(=O)C1=CC=C(S1)CNC(=O)C1=C(N=CN1C)C N-((5-(2-((6-methoxy-2-methylquinazolin-4-yl)thio)acetyl)thiophen-2-yl)methyl)-1,4-dimethyl-1H-imidazole-5-carboxamide